COC=1C=C(OC2=NC=NC3=CC(=C(C=C23)OC)OC)C=C(C1)N1N=CC=C1 4-(3-methoxy-5-(1H-pyrazol-1-yl)phenoxy)-6,7-dimethoxyquinazoline